2,3-diphenyl-1-toluenesulfonyl-1,2-dihydroquinoline C1(=CC=CC=C1)C1N(C2=CC=CC=C2C=C1C1=CC=CC=C1)S(=O)(=O)CC1=CC=CC=C1